ClC(C1=NC(=NO1)C1=CC(=C(CP(NCC(C)(C)C)(=O)C)C=C1)F)(F)F P-(4-(5-(chlorodifluoromethyl)-1,2,4-oxadiazol-3-yl)-2-fluorobenzyl)-P-methyl-N-neopentylphosphinic amide